C(C)(C)(C)OC(=O)N1CCC(CC1)C(NCC1=C(C=C(C=C1)Cl)OC(F)(F)F)=O.CC=1C=C(C=C(C1)C)Br 3,5-dimethyl-bromobenzene tert-butyl-4-((4-chloro-2-(trifluoromethoxy)benzyl)carbamoyl)piperidine-1-carboxylate